C(#N)C=1C=C(C=NC1OCC)C1=CN(C2=NC=CC(=C21)OC2=C(C=C(C=C2F)NC(=O)NCC2(COC2)C)F)COCC[Si](C)(C)C N-(4-{[3-(5-cyano-6-ethoxypyridin-3-yl)-1-{[2-(trimethylsilyl)ethoxy]methyl}-1H-pyrrolo[2,3-b]pyridin-4-yl]oxy}-3,5-difluorophenyl)-N'-[(3-methyloxetan-3-yl)methyl]urea